C1(=CC=C(C=C1)C=CC(=O)N(C1CSCC1)C1=NC=CC=C1)C 3-(p-tolyl)-N-(2-pyridyl)-N-tetrahydrothiophen-3-ylprop-2-enamide